2-Cyclopropyl-N-{3-[2-(3-methylbut-2-en-1-yl)-2H-1,2,3,4-tetrazol-5-yl]phenyl}-4-[(pyridin-2-yl)methoxy]aniline C1(CC1)C1=C(NC2=CC(=CC=C2)C=2N=NN(N2)CC=C(C)C)C=CC(=C1)OCC1=NC=CC=C1